1-propenylphenylene ether C(=CC)C12C(C=CC=C1)O2